C1(=C(C(=C(C=2C(=C(C(=CC12)C(=O)O)C(=O)O)C(=O)O)C(=O)O)C(=O)O)C(=O)O)C(=O)O 1,2,3,4,5,6,7-naphthaleneheptacarboxylic acid